N1C=NC(=C1)[C@@H]([C@@H](C)N)C (2R,3R)-3-(1H-imidazol-4-yl)butan-2-amine